methyl 2-((tert-butoxycarbonyl) amino)-5-chlorothiazole-4-carboxylate C(C)(C)(C)OC(=O)NC=1SC(=C(N1)C(=O)OC)Cl